FC=1C=C2C(C(=CN3C2=C(C1F)OCC3)CN([C@@H]3CN(CCC3)C3=NC=CN=C3)CC3=C(C=NC=C3)F)=O (S)-9,10-difluoro-6-((((3-fluoropyridin-4-yl)methyl)(1-(pyrazin-2-yl)piperidin-3-yl)amino)methyl)-2,3-dihydro-7H-[1,4]oxazino[2,3,4-ij]quinolin-7-one